sec.-Butylbromid C(C)(CC)Br